N1=NN(C2=NC=CC=C21)C2=CC(=C(C(=O)N(C1=NC=CC=C1C(=C)C)[C@H]1CNCCC1)C=C2)F (R)-4-(3H-[1,2,3]triazolo[4,5-b]pyridin-3-yl)-2-fluoro-N-(piperidin-3-yl)-N-(3-(prop-1-en-2-yl)pyridin-2-yl)benzamide